1-(1-(1-(1-(4-(1-(3-Amino-6-(2-hydroxyphenyl)pyridazin-4-yl)piperidin-3-yl)benzyl)-4-fluoropiperidine-4-carbonyl)piperidin-4-yl)-3-methyl-1H-indol-5-yl)dihydropyrimidine NC=1N=NC(=CC1N1CC(CCC1)C1=CC=C(CN2CCC(CC2)(C(=O)N2CCC(CC2)N2C=C(C3=CC(=CC=C23)N2CNCC=C2)C)F)C=C1)C1=C(C=CC=C1)O